1-(2-aminoethyl)-2-methyl-3-p-methoxybenzyloxypyridin-4-one NCCN1C(=C(C(C=C1)=O)OCC1=CC=C(C=C1)OC)C